COC(=O)[C@H]1N[C@H](CC1)C1=NC=CC=C1 (2S,5R)-5-(pyridin-2-yl)pyrrolidine-2-carboxylic acid methyl ester